3-chlorobenzyl ((S)-3-cyclohexyl-1-(((S)-1-(isopropylamino)-6-(methyl(phenethyl)amino)-1,2,6-trioxohexan-3-yl)amino)-1-oxopropan-2-yl)carbamate C1(CCCCC1)C[C@@H](C(=O)N[C@H](C(C(=O)NC(C)C)=O)CCC(=O)N(CCC1=CC=CC=C1)C)NC(OCC1=CC(=CC=C1)Cl)=O